5-oxo-4,5,8,9-tetrahydrofuro[3,4-c][2,7]naphthyridine-7(6H)-carboxylic acid tert-butyl ester C(C)(C)(C)OC(=O)N1CCC=2C=3C(NC(C2C1)=O)=COC3